CC=1N=C(OC1N1[C@@H](CCC1)C#N)CCOC1=CC=CC=C1 (S)-1-(4-methyl-2-(2-phenoxyethyl)oxazol-5-yl)pyrrolidine-2-carbonitrile